FC(OC1=CC=C(N=N1)CNCC)F N-((6-(difluoromethoxy)pyridazin-3-yl)methyl)ethanamine